C1(CC1)C(C(C(=O)NC1=CC=C(C=C1)C=1C(=NNC1C)C)C1=NN=C(N1)C=1N(N=CC1C)C)C1CC1 3,3-dicyclopropyl-N-[4-(3,5-dimethyl-1H-pyrazol-4-yl)phenyl]-2-[5-(2,4-dimethylpyrazol-3-yl)-4H-1,2,4-triazol-3-yl]propanamide